1,1,1-trichlorodecane ClC(CCCCCCCCC)(Cl)Cl